C(C)OC1=C(C(=CC(=C1)C(C)=O)F)C(C)=O 1,1'-(2-Ethoxy-6-fluoro-1,4-phenylene)bis(ethane-1-one)